(4-bromobutyl)-10-oxa-4-azatricyclo[5.2.1.0{2,6}]dec-8-ene-3,5-dione BrCCCCC12C3C(NC(C3C(C=C1)O2)=O)=O